6-(2-(2-chlorophenyl)piperidin-1-yl)-N-((R,E)-4-(methylsulfonyl)but-3-en-2-yl)nicotinamide ClC1=C(C=CC=C1)C1N(CCCC1)C1=NC=C(C(=O)N[C@H](C)\C=C\S(=O)(=O)C)C=C1